(2S,3S)-2-Amino-3-(4-hydroxyphenyl)butanoic acid N[C@H](C(=O)O)[C@@H](C)C1=CC=C(C=C1)O